CC1(OB(OC1(C)C)B1OCCO1)C 2-(4,4,5,5-tetramethyl-1,3,2-dioxaborolan-2-yl)-1,3,2-dioxaborolane